ClC=1C=CC=C2C(=C(N3C(C12)=NC(=N3)C)C(=O)NCC(=O)OCC)O ethyl (10-chloro-6-hydroxy-2-methyl-[1,2,4]triazolo[5,1-a]isoquinoline-5-carbonyl)glycinate